(R)-N-((R)-(3-chloro-2,4-difluorophenyl)(cis-3-(trifluoromethyl)cyclobutyl)-methyl)-2-methyl-3-oxopiperazine-1-carboxamide ClC=1C(=C(C=CC1F)[C@H](NC(=O)N1[C@@H](C(NCC1)=O)C)[C@@H]1C[C@@H](C1)C(F)(F)F)F